5-Cyano-N-(8-fluoro-6-oxo-1,4,5,6-tetrahydro-2H-pyrano[3,4-c]isoquinolin-1-yl)-N-methyl-1H-indole-2-carboxamide C(#N)C=1C=C2C=C(NC2=CC1)C(=O)N(C)C1COCC=2NC(C=3C=C(C=CC3C21)F)=O